C1(CC1)C1=C(C(=NN1COCC[Si](C)(C)C)C1=CC=C(C=C1)[N+](=O)[O-])C 5-cyclopropyl-4-methyl-3-(4-nitrophenyl)-1-((2-(trimethylsilyl)ethoxy)methyl)-1H-pyrazole